2-(1-(ethylsulfonyl)-3-(4-(7-((2-(trimethylsilyl)ethoxy)methyl)-7H-pyrrolo[2,3-d]pyrimidin-4-yl)-1H-pyrazol-1-yl)azetidin-3-yl)acetonitrile C(C)S(=O)(=O)N1CC(C1)(N1N=CC(=C1)C=1C2=C(N=CN1)N(C=C2)COCC[Si](C)(C)C)CC#N